O=C1NC(CCC1N1C(C2=CC=CC(=C2C1)C#CCCCN1CCN(CC1)C1=NC=C(C(=O)N2CCC(CC2)CCCCNC(\C=C\C=2C=NC=CC2)=O)C=C1)=O)=O (E)-N-(4-(1-(6-(4-(5-(2-(2,6-dioxopiperidin-3-yl)-1-oxoisoindoline-4-yl)pent-4-yn-1-yl)piperazin-1-yl)nicotinoyl)piperidin-4-yl)butyl)-3-(pyridin-3-yl)acrylamide